6-Methyl-2-(4-methylpiperidin-4-yl)-1,3-benzoxazole CC1=CC2=C(N=C(O2)C2(CCNCC2)C)C=C1